N-((5'-(1-oxo-1-((5-(trifluoromethyl)thiazol-2-yl)amino)propan-2-yl)-[3,3'-bipyridin]-6-yl)methyl)acrylamide O=C(C(C)C=1C=C(C=NC1)C=1C=NC(=CC1)CNC(C=C)=O)NC=1SC(=CN1)C(F)(F)F